C(CCCCCC)C(COC)(COC)CCCCC 2-heptyl-2-pentyl-1,3-dimethoxypropane